3-amino-4-fluoro-1-methyl-2,3-dihydro-1H-inden-2-ol NC1C(C(C2=CC=CC(=C12)F)C)O